4,4',4''-Tris(N-3-methylphenyl-N-phenyl-amino)triphenylamine CC1=CC(=CC=C1)N(C2=CC=CC=C2)C3=CC=C(C=C3)N(C4=CC=C(C=C4)N(C5=CC=CC=C5)C6=CC=CC(=C6)C)C7=CC=C(C=C7)N(C8=CC=CC=C8)C9=CC=CC(=C9)C